[Br-].C1(CCCC1)[C@@](C(=O)O[C@@H]1C[N+](CC1)(C)C)(C1=CC=CC=C1)O (3s)-3-[(2s)-(2-cyclopentyl-2-hydroxy-2-phenylacetyl)oxy]-1,1-dimethylpyrrolidinium bromide